CC(=O)N(C)C1(CCN(CC1)CCC[C@@]2(CCCN(C2)C(=O)C3=CC=CC=C3)C4=CC(=C(C=C4)Cl)Cl)C5=CC=CC=C5 N-(1-{3-[(3R)-1-benzoyl-3-(3,4-dichlorophenyl)piperidin-3-yl]propyl}-4-phenylpiperidin-4-yl)-N-methylacetamide